1-{1-[4-chloro-4'-(piperazin-1-yl)[1,1'-biphenyl]-2-yl]piperidin-3-yl}-5-(trifluoromethyl)-1H-pyrazole-4-carboxylic acid ethyl ester C(C)OC(=O)C=1C=NN(C1C(F)(F)F)C1CN(CCC1)C1=C(C=CC(=C1)Cl)C1=CC=C(C=C1)N1CCNCC1